(S)-ethyl 8-(2-amino-6-((R)-1-(3'-carbamoyl-5-chloro-[1,1'-biphenyl]-2-yl)-2,2,2-trifluoroethoxy)pyrimidin-4-yl)-2,8-diazaspiro[4.5]decane-3-carboxylate NC1=NC(=CC(=N1)N1CCC2(C[C@H](NC2)C(=O)OCC)CC1)O[C@@H](C(F)(F)F)C1=C(C=C(C=C1)Cl)C1=CC(=CC=C1)C(N)=O